tert-butyl (R)-7-(2-((R)-2,6-dioxopiperidin-3-yl)-1,4-dioxo-1,2,3,4-tetrahydro-5H-pyrrolo[3,4-c]pyridin-5-yl)-5-oxa-2-azaspiro[3.4]octane-2-carboxylate O=C1NC(CC[C@H]1N1CC=2C(N(C=CC2C1=O)[C@H]1COC2(CN(C2)C(=O)OC(C)(C)C)C1)=O)=O